11-ethyl-1,9-diazatricyclo[6.3.1.04,12]dodeca-2,4(12),5,7-tetraene-2-carboxylic acid ethyl ester C(C)OC(=O)C=1N2C(CNC3=CC=CC(C1)=C23)CC